C1(CC1)NC(=O)C1=NC=C(C=C1OC)C1=CN=C2N1C=CC(=C2)OCCN2CCOCC2 N-cyclopropyl-3-methoxy-5-[7-(2-morpholinoethoxy)imidazo[1,2-a]pyridin-3-yl]pyridine-2-carboxamide